5-(8-(7-(1,1-Difluoroethyl)-1,3-dimethyl-2-oxo-1,2,3,4-tetrahydroquinazolin-5-yl)isoquinolin-3-yl)-N-(4-(2-(2,6-dioxopiperidin-3-yl)-3-fluoropyridin-4-yl)benzyl)-3-methylpicolinamide FC(C)(F)C1=CC(=C2CN(C(N(C2=C1)C)=O)C)C=1C=CC=C2C=C(N=CC12)C=1C=C(C(=NC1)C(=O)NCC1=CC=C(C=C1)C1=C(C(=NC=C1)C1C(NC(CC1)=O)=O)F)C